OC1=CC(=CC(=C1C1C(CCC(=C1)C)C(=C)C)OCN(C(OC)=O)C1=CC=C(C=C1)[N+](=O)[O-])CCCCC methyl (((6-hydroxy-5'-methyl-4-pentyl-2'-(prop-1-en-2-yl)-1',2',3',4'-tetrahydro-[1,1'-biphenyl]-2-yl)oxy)methyl)(4-nitrophenyl)carbamate